(RS)-5-(2-hydroxyethyl)-4,5-dihydroisoxazol OCC[C@H]1CC=NO1 |r|